ClC=1C2=CN(N=C2C=CC1C1=CN(C2=NC(=CN=C21)N2[C@H]1[C@H]([C@@H](C[C@@H]2CC1)NC(OCC1=CC=CC=C1)=O)F)S(N(C)C)(=O)=O)C Benzyl N-[(1R,2S,3R,5S)-8-[7-(4-chloro-2-methyl-2H-indazol-5-yl)-5-(dimethylsulfamoyl)-5H-pyrrolo[2,3-b]pyrazin-3-yl]-2-fluoro-8-azabicyclo[3.2.1]octan-3-yl]carbamate